BrC1=C(C=C2C(=NC(=NC2=C1F)OC[C@]1(C(C1)(F)F)CN(C)C)N1C[C@@]2(CC[C@H](C1)N2C(=O)OC(C)(C)C)C)Cl tertbutyl (1S,5R)-3-(7-bromo-6-chloro-2-(((R)-1-((dimethylamino)methyl)-2,2-difluorocyclopropyl)methoxy)-8-fluoroquinazolin-4-yl)-1-methyl-3,8-diazabicyclo[3.2.1]octane-8-carboxylate